CC1=C(C(=CC=C1)C)OP(OC1=C(C=CC=C1C)C)OC1=C(C=CC=C1C)C tris-(2,6-dimethylphenyl)phosphorous acid